C(CCCCC)NCC 2-Hexylaminoethan